[Si](C)(C)(C(C)(C)C)OCCN1N=C2C=C(C(=CC2=C1)NC(=O)C1=NC(=CC=C1)C(F)(F)F)C(C)(C)O N-[2-(2-{[tert-butyl(dimethyl)silyl]oxy}ethyl)-6-(2-hydroxypropan-2-yl)-2H-indazol-5-yl]-6-(trifluoromethyl)pyridine-2-carboxamide